ClC1=C(C=CC=C1)S(=O)(=O)N1C[C@@H]([C@@](C1)(CO)O)S(=O)(=O)C1=CC(=C(C#N)C=C1)F 4-(((3S,4R)-1-((2-chloro-phenyl)sulfonyl)-4-hydroxy-4-(hydroxymethyl)pyrrolidin-3-yl)sulfonyl)-2-fluorobenzonitrile